FC1=CC=C(C(=O)N2[C@@H](C=3N(CC2)C(=NC3NS(=O)(=O)CC)C3=NC(=NS3)C)C)C=C1 (R)-N-(7-(4-fluorobenzoyl)-8-methyl-3-(3-methyl-1,2,4-thiadiazol-5-yl)-5,6,7,8-tetrahydroimidazo[1,5-a]pyrazin-1-yl)ethanesulfonamide